IC1=C(C=C(C=C1)OC=1C=C(C=CC1)F)OC=1C=C(C=CC1)F 3,3'-((4-iodo-1,3-phenylene)bis(oxy))bis(fluorobenzene)